FC=1C2=C(C(=NC1)C)CC(C2)CNC[C@@H](O)[C@H]2CN(C(O2)=O)C2=NC1=C(OCC(N1)=O)N=C2 6-[(5R)-5-[(1R)-2-[(4-fluoro-1-methyl-6,7-dihydro-5H-cyclopenta[c]pyridin-6-yl)methylamino]-1-hydroxyethyl]-2-oxo-1,3-oxazolidin-3-yl]-4H-pyrazino[2,3-b][1,4]oxazin-3-one